C(C1=CC=CC=C1)OC1=C2CC(N(CC2=CC=C1OC)C=1OC2=C(N1)C(=CC=C2)C)C(=O)OCC ethyl 5-(benzyloxy)-6-methoxy-2-(4-methylbenzo[d]oxazol-2-yl)-1,2,3,4-tetrahydroisoquinoline-3-carboxylate